OC=1C(=NC=CC1OC)C(=O)N[C@H](C(=O)O[C@H]([C@@H](C)C1=NC=CC=C1Cl)C)C [(1S,2S)-2-(3-chloro-2-pyridyl)-1-methyl-propyl] (2S)-2-[(3-hydroxy-4-methoxy-pyridine-2-carbonyl)amino]propanoate